C(#C)C1=CC(=C(C(=O)N2C3CN(CC2C3)C3=CC=C(C=N3)C=3C=2N(C=C(C3)OCC(C)(C)O)N=CC2C#N)C(=C1)F)F 4-(6-(6-(4-ethynyl-2,6-difluorobenzoyl)-3,6-diazabicyclo[3.1.1]heptan-3-yl)pyridin-3-yl)-6-(2-hydroxy-2-methylpropyloxy)pyrazolo[1,5-a]pyridine-3-carbonitrile